FC1=C(C=CC=C1NC(NC=1C=NC(=CC1)C)=O)CN1[C@@H](CN(C[C@@H]1C)C(=O)OC(C)(C)C)C tert-butyl (5S,3R)-4-[(2-fluoro-3-{[N-(6-methyl(3-pyridyl))carbamoyl]amino}phenyl)methyl]-3,5-dimethylpiperazinecarboxylate